3-chloropropyl (2R,3S,5R)-2-((((1s,4S)-4-(6-amino-4-methoxypyridin-2-yl)cyclohexyl)oxy)methyl)-5-methyl-3-(methylsulfonamido)pyrrolidine-1-carboxylate NC1=CC(=CC(=N1)C1CCC(CC1)OC[C@@H]1N([C@@H](C[C@@H]1NS(=O)(=O)C)C)C(=O)OCCCCl)OC